C12CN(C(CC1)CC2)CC(=O)NC=2C=C(C(=NC2)C)NC(=O)C=2N=NN1C2C=CC(=C1)C1=C2N(N=C1)CCC2 N-[5-[[2-(3-azabicyclo[2.2.2]octan-3-yl)acetyl]amino]-2-methyl-3-pyridyl]-6-(5,6-dihydro-4H-pyrrolo[1,2-b]pyrazol-3-yl)triazolo[1,5-a]pyridine-3-carboxamide